p-N,N-dimethylaminoacetophenone CN(C)C1=CC=C(C=C1)C(C)=O